8-benzoyl-1-methyl-3-(4-(trifluoromethyl)benzyl)-1,3,8-triazaspiro[4.5]decane-2,4-dione C(C1=CC=CC=C1)(=O)N1CCC2(C(N(C(N2C)=O)CC2=CC=C(C=C2)C(F)(F)F)=O)CC1